(2S,5S)-N-[4-(3-Cyanophenyl)-5-(2,6-dimethyl-4-pyridyl)thiazol-2-yl]-2,5-dimethylpiperazine-1-carboxamide C(#N)C=1C=C(C=CC1)C=1N=C(SC1C1=CC(=NC(=C1)C)C)NC(=O)N1[C@H](CN[C@H](C1)C)C